(S)-1-(4-hydroxybutan-2-yl)-3-(4-methoxy-3-(pentyloxy)phenyl)-1-((3-methyl-1H-indol-4-yl)methyl)urea OCC[C@H](C)N(C(=O)NC1=CC(=C(C=C1)OC)OCCCCC)CC1=C2C(=CNC2=CC=C1)C